3-(2-fluoro-4-(trifluoromethoxy)phenoxy)-N-(3-(methylsulfonyl)phenyl)-6-(trifluoromethyl)pyridazine-4-carboxamide FC1=C(OC=2N=NC(=CC2C(=O)NC2=CC(=CC=C2)S(=O)(=O)C)C(F)(F)F)C=CC(=C1)OC(F)(F)F